(R)-6-methyl-N-(2,2,2-trifluoro-1-(4-(trifluoromethyl)phenyl)ethyl)pyridine-3-sulfonamide CC1=CC=C(C=N1)S(=O)(=O)N[C@@H](C(F)(F)F)C1=CC=C(C=C1)C(F)(F)F